ClC1=CC=2N=C(N=C(C2C(=N1)OC[C@H]1[C@@H]2CC[C@H](CN1)N2C(=O)OC(C)(C)C)O)SC tert-butyl (1S,2R,5R)-2-(((7-chloro-4-hydroxy-2-(methylthio)pyrido[4,3-d]pyrimidin-5-yl)oxy)methyl)-3,8-diazabicyclo[3.2.1]octane-8-carboxylate